tert-Butyl (R)-1-amino-3,4-dichloro-12-oxo-6a,7,9,10-tetrahydro-12H-pyrazino[2,1-c]pyrido[3,4-f][1,4]oxazepine-8(6H)-carboxylate NC1=NC(=C(C2=C1C(N1[C@@H](CO2)CN(CC1)C(=O)OC(C)(C)C)=O)Cl)Cl